N=1N(N=CC1)C=1N=CC2=C(N1)CCNC2 2-(triazol-2-yl)-5,6,7,8-tetrahydropyrido[4,3-d]pyrimidine